FC1=CC=C(C=C1)NC(=O)C1=NN(C(C=C1C)=O)C1=CC(=C(C=C1)OC1=CC=NC2=CC(=C(C=C12)OC)OC)F N-(4-fluorophenyl)-1-[4-(6,7-dimethoxyquinolin-4-yloxy)-3-fluorophenyl]-4-methyl-6-oxo-1,6-dihydropyridazine-3-carboxamide